(3R)-3-{[2-(3-fluorophenyl)-10-(trifluoromethyl)[1,2,4]triazolo[1,5-c]quinazolin-5-yl]amino}azepan-2-one FC=1C=C(C=CC1)C1=NN2C(=NC=3C=CC=C(C3C2=N1)C(F)(F)F)N[C@H]1C(NCCCC1)=O